CC1=C(C(=CC=C1)C)C1=NC(=NC(=C1)OC[C@@H](CC(C)(C)C)NCC1OC(CC1)(C)C)NS(=O)(=O)C=1C=C(C(=O)O)C=CC1 3-[[4-(2,6-Dimethylphenyl)-6-[(2R)-2-[(5,5-dimethyltetrahydrofuran-2-yl)methylamino]-4,4-dimethyl-pentoxy]pyrimidin-2-yl]sulfamoyl]benzoic acid